CC1=C2C(=CC=NC2=CC(=C1)C)O 5,7-dimethylquinolin-4-ol